(R)-8-(5-(1H-indazol-7-yl)pyrazin-2-yl)-9-oxooctahydro-2H-pyrazino[1,2-a]pyrazine-2-carbonitrile N1N=CC2=CC=CC(=C12)C=1N=CC(=NC1)N1C([C@@H]2N(CCN(C2)C#N)CC1)=O